C1(CCCC1)NC(=O)C=1OC2=C(N=C(N=C2N2CCOCC2)N/N=C/C=2C=C(C=CC2)C)N1 N-cyclopentyl-7-morpholino-5-[(2E)-2-(m-tolylmethylene)hydrazino]oxazolo[4,5-d]pyrimidine-2-carboxamide